ClCCN(CCCl)CC N,N-bis(2-chloroethyl)ethylamine